ClC1=CC=2C3=C(C(=NC2C(=C1C=1C=CC=C2C=CC=C(C12)C#N)F)O[C@@H](C)[C@H]1N(CCC1)C)C=NN3[C@@H]3C[C@H](N(CC3)C(C(=C)F)=O)CC#N 8-(8-chloro-1-((2S,4S)-2-(cyanomethyl)-1-(2-fluoroacryloyl)piperidin-4-yl)-6-fluoro-4-((S)-1-((S)-1-methylpyrrolidin-2-yl)ethoxy)-1H-pyrazolo[4,3-c]quinolin-7-yl)-1-naphthonitrile